ClC=1C=C2C=C(C(NC2=CC1N1CC(C1)(F)F)=O)[C@H](C)NC1=CC=C(N(C1=O)C)C#N 5-{[(1S)-1-[6-chloro-7-(3,3-difluoroazetidin-1-yl)-2-oxo-1,2-dihydroquinolin-3-yl]ethyl]amino}-1-methyl-6-oxo-1,6-dihydropyridine-2-carbonitrile